(1-methylindenyl)(tetramethylcyclopentadienyl)hafnium CC1C(=CC2=CC=CC=C12)[Hf]C1(C(=C(C(=C1)C)C)C)C